C(C)(C)N1N=C(C=C1)C1=C(C2=C(N=C(N=C2N2[C@@H](COCC2)COC)C=2N(C=CN2)C)S1)C |r| rac-4-(6-(1-Isopropyl-1H-pyrazol-3-yl)-5-methyl-2-(1-methyl-1H-imidazol-2-yl)thieno[2,3-d]pyrimidin-4-yl)-3-(methoxymethyl)morpholine